3-bromo-6-cyclopropyloxy-2-[4-(4-methyl-1,2,4-triazol-3-yl)piperidin-1-yl]benzonitrile BrC=1C(=C(C#N)C(=CC1)OC1CC1)N1CCC(CC1)C1=NN=CN1C